C(C)OC=CC(=O)OCC ethyl 3-ethoxyacrylate